1-{3-[6-(trifluoromethyl)-1H-indol-2-yl]azetidin-1-yl}prop-2-en-1-one FC(C1=CC=C2C=C(NC2=C1)C1CN(C1)C(C=C)=O)(F)F